C(CCC)NC1=NC(=NC(=C1C(=O)O)C=CN(C)C)SC 4-(butylamino)-6-(2-(dimethylamino)vinyl)-2-(methylthio)pyrimidine-5-carboxylic acid